CN1N=CC(=C1)N(S(=O)(=O)NC(=O)NC=1C2=C(SC1C)CCC2)C2CN(CCC2)C 1-[(1-Methyl-1H-pyrazol-4-yl)(1-methylpiperidin-3-yl)sulfamoyl]-3-{2-methyl-4H,5H,6H-cyclopenta[b]thiophen-3-yl}urea